C(C)(=O)C=1C=C(NC1)C(=O)NCC1=CC=C(C=C1)C 4-acetyl-N-(4-methylbenzyl)-1H-pyrrole-2-carboxamide